[Cl-].C[N+](CCC[Si](C)(C)C)(CCCCCCCCCCCCCCCC)C dimethylhexadecyl-[3-trimethylsilylpropyl]ammonium chloride